N2-[7-bromo-2-(4-methoxyphenyl)[1,2,4]triazolo[1,5-c]quinazolin-5-yl]-N-[2-(4-methylpiperazin-1-yl)ethyl]-D-valinamide BrC1=CC=CC=2C=3N(C(=NC12)N[C@H](C(C)C)C(=O)NCCN1CCN(CC1)C)N=C(N3)C3=CC=C(C=C3)OC